rel-N-(5-((1R,3S)-3-((2-(difluoromethyl)pyridin-3-yl)oxy)cyclopentyl)-1H-pyrazol-3-yl)-3-(methoxymethyl)-1-methyl-1H-pyrazole-5-carboxamide FC(C1=NC=CC=C1O[C@@H]1C[C@@H](CC1)C1=CC(=NN1)NC(=O)C1=CC(=NN1C)COC)F |o1:9,11|